ClC=1N=C(C2=C(N1)CCCS2(=O)=O)NC2=CC=C(C=C2)[C@@H](C(=O)OC)C (S)-methyl 2-(4-((2-chloro-5,5-dioxido-7,8-dihydro-6H-thiopyrano[3,2-d]pyrimidin-4-yl)amino)phenyl)propanoate